2-(5-bromo-2-methylphenoxy)but-3-en-1-ol BrC=1C=CC(=C(OC(CO)C=C)C1)C